1-(α-D-galactopyranosyloxy)-3-hydroxy-octadecan-4-yl hexacosanoate C(CCCCCCCCCCCCCCCCCCCCCCCCC)(=O)OC(C(CCO[C@@H]1[C@H](O)[C@@H](O)[C@@H](O)[C@H](O1)CO)O)CCCCCCCCCCCCCC